6-(1,3-benzothiazol-6-yl)-N-(1-{3-[6-(dimethylamino)pyridin-3-yl]phenyl}ethyl)-2-methylpyrimidin S1C=NC2=C1C=C(C=C2)C2=CC=NC(N2C(C)C2=CC(=CC=C2)C=2C=NC(=CC2)N(C)C)C